C1OCC/C(/C2=C1C=CC=C2)=C/C(=O)[O-] (Z)-2-(3,4-dihydrobenzo[c]oxepin-5(1H)-ylidene)acetate